5-(4-((3-ethyl-2-oxo-4-thioxo-1,2,3,4-tetrahydroquinazolin-7-yl)methyl)-2-methylpiperazin-1-yl)-N,6-dimethylpicolinamide C(C)N1C(NC2=CC(=CC=C2C1=S)CN1CC(N(CC1)C=1C=CC(=NC1C)C(=O)NC)C)=O